(S)-2-((4-(6-((4-Cyano-2-fluorobenzyl)oxy)pyridin-2-yl)piperidin-1-yl)methyl)-4-(difluoromethoxy)-1-((1,1-dioxidothietan-2-yl)methyl)-1H-benzo[d]imidazole-6-carboxylic acid C(#N)C1=CC(=C(COC2=CC=CC(=N2)C2CCN(CC2)CC2=NC3=C(N2C[C@H]2S(CC2)(=O)=O)C=C(C=C3OC(F)F)C(=O)O)C=C1)F